S1C=C(C=C1)C=1OC(=CC1)C1=CC=CC=C1 2-(3-thienyl)-5-phenyl-furan